C1(CCCC1)C1=NC2=NC=NC(=C2N1)C(=O)NCC1=CC(=CC(=C1)C=1C=NN(C1)C1=CC=C(C=C1)F)F 8-cyclopentyl-N-(3-fluoro-5-(1-(4-fluorophenyl)-1H-pyrazol-4-yl)benzyl)-7H-purine-6-carboxamide